5-amino-N-(bicyclo[1.1.1]pentan-1-yl)-N-(2-(trifluoromethyl)-6,7-dihydro-5H-cyclopenta[b]pyridin-5-yl)-[1,2,4]triazolo[4,3-c]quinazoline-9-carboxamide NC1=NC=2C=CC(=CC2C=2N1C=NN2)C(=O)N(C2CCC1=NC(=CC=C12)C(F)(F)F)C12CC(C1)C2